amino-N-(4-methyl-5-nitrothiazol-2-yl)benzamide methyl-(5S,8S,10aR)-5-((tert-butoxycarbonyl)amino)-3-(ethylsulfonyl)-6-oxodecahydropyrrolo[1,2-a][1,5]diazocine-8-carboxylate COC(=O)[C@@H]1CC[C@H]2N1C([C@H](CN(CC2)S(=O)(=O)CC)NC(=O)OC(C)(C)C)=O.NC2=C(C(=O)NC=1SC(=C(N1)C)[N+](=O)[O-])C=CC=C2